CC=1OCCS(C1C(=O)NC1=CC=CC=C1)(=O)=O 5,6-dihydro-2-methyl-N-phenyl-1,4-oxathiin-3-carboxamide 4,4-dioxide